2-(1-(7-(6-((4-chloro-2-fluorobenzyl)oxy)pyridin-2-yl)-2,3-dihydrobenzofuran-4-yl)ethyl)-1-((1-(fluoromethyl)cyclopropyl)methyl)-1H-benzo[d]imidazole-6-carboxylic acid methyl ester COC(=O)C=1C=CC2=C(N(C(=N2)C(C)C2=CC=C(C3=C2CCO3)C3=NC(=CC=C3)OCC3=C(C=C(C=C3)Cl)F)CC3(CC3)CF)C1